NC=1C=2N(C3=C(N1)C=NC(=C3)C(=O)N(C)[C@H](C(F)F)C3=C(C=C(C=C3)C(F)(F)F)Cl)C=NC2 (S)-4-amino-N-(1-(2-chloro-4-(trifluoromethyl)phenyl)-2,2-difluoroethyl)-N-methylimidazo[1,5-a]pyrido[3,4-e]pyrazine-8-carboxamide